thiourea ammonium salt [NH4+].NC(=S)N